(1s,4s)-4-(8-(Azetidin-3-ylmethoxy)-5-methyl-2-oxo-1,2-dihydroquinazolin-3(4H)-yl)-N-(3-methoxy-4-methylphenyl)cyclohexanecarboxamide N1CC(C1)COC=1C=CC(=C2CN(C(NC12)=O)C1CCC(CC1)C(=O)NC1=CC(=C(C=C1)C)OC)C